2-(decyloxy)benzene-1,3-dicarboxaldehyde C(CCCCCCCCC)OC1=C(C=CC=C1C=O)C=O